ClC1=C(C=C(C=C1)F)C1NC(C2=C1C(=CC1=C(N(N=C21)C)NS(=O)(=O)C)C2=C(C(=O)N)C=C(C=C2C(F)(F)F)F)=O [6-(2-chloro-5-fluorophenyl)-2-methyl-3-[(methyldioxo-lambda6-sulfanyl)amino]-8-oxo-7,8-dihydro-6H-pyrrolo[4,3-g]indazol-5-yl]-5-fluoro-3-(trifluoromethyl)benzamide